BrC1=CC(=C(C=C1)C1=CC=C(C=C1)C#N)Cl 4'-bromo-2'-chloro-[1,1'-biphenyl]-4-carbonitrile